NC1=NC2=C(C=3N1N=C(N3)C3=NC=CC=C3)C(=C(N2CCN2CCN(CC2)C2=CC(=NC=C2F)C)C(=O)OC)C methyl 5-amino-7-(2-(4-(5-fluoro-2-methylpyridin-4-yl) piperazin-1-yl) ethyl)-9-methyl-2-(pyridin-2-yl)-7H-pyrrolo[3,2-e][1,2,4]triazolo[1,5-c]pyrimidine-8-carboxylate